[Zn+2].ClC1=CC(=C(N=N1)C(=O)O)NC1=C(C(=CC=C1)C1=NN(C=N1)C([2H])([2H])[2H])OC 6-chloro-4-((2-methoxy-3-(1-(methyl-d3)-1H-1,2,4-triazol-3-yl)phenyl)amino)pyridazine-3-carboxylic acid zinc (ii)